4-(3-(2-sulfamoylaminoethyl)azetidin-1-yl)quinazoline S(N)(=O)(=O)NCCC1CN(C1)C1=NC=NC2=CC=CC=C12